2-(3,8-diazabicyclo[3.2.1]octan-3-yl)-7-(thiazol-2-yl)-4-(2,2,2-trifluoro-1-(2,2,2-trifluoroethoxy)ethyl)benzo[d]oxazole C12CN(CC(CC1)N2)C=2OC1=C(N2)C(=CC=C1C=1SC=CN1)C(C(F)(F)F)OCC(F)(F)F